NC1=C(C=C(C=C1F)C(=O)C1=CC=C2C(=CC=CN12)C=1C(=C2C=NN(C2=CC1C(F)(F)F)C)OC)F (4-amino-3,5-difluorophenyl)(8-(4-methoxy-1-methyl-6-(trifluoromethyl)-1H-indazol-5-yl)indolizin-3-yl)methanone